N=1C=NN2C1C=C(C=C2)OC2=C(C=C(C=C2)NC=2C1=C(N=CN2)C=CC(=N1)N1C[C@@H](N([C@@H](C1)C)C(=O)OC(C)(C)C)C)C tertbutyl cis-4-(4-((4-([1,2,4]triazolo[1,5-a]pyridin-7-yloxy)-3-methylphenyl)amino)pyrido[3,2-d]pyrimidin-6-yl)-2,6-dimethylpiperazine-1-carboxylate